Triethanolamine diheptanoate C(CCCCCC)(=O)O.C(CCCCCC)(=O)O.N(CCO)(CCO)CCO